sodium, lithium salt [Li].[Na]